3-oxo-3,4-dihydro-2H-benzo[b][1,4]oxazine-5-carboxylic acid O=C1NC2=C(OC1)C=CC=C2C(=O)O